2-(4-(6-((4-cyano-2-fluorobenzyl)oxy)pyridin-2-yl)benzyl)-1-(oxetan-2-ylmethyl)-1H-benzo[d]imidazole-6-carboxylic acid C(#N)C1=CC(=C(COC2=CC=CC(=N2)C2=CC=C(CC3=NC4=C(N3CC3OCC3)C=C(C=C4)C(=O)O)C=C2)C=C1)F